oxaheptadec-10-ene-2-one OC(CCCCCCCC=CCCCCCC)=O